FC(C1=NN=C(O1)C1=CC(=NC=C1)C=1N(C=CN1)C(C)C1=CC(=CC=C1)F)F 4-[5-(difluoromethyl)-1,3,4-oxadiazol-2-yl]-2-{1-[1-(3-fluorophenyl)ethyl]-1H-imidazol-2-yl}pyridine